7-Chlorothiopheno[3,2-b]pyridine-2-carboxylic acid methyl ester COC(=O)C1=CC2=NC=CC(=C2S1)Cl